N1(CCC1)CC1=C(CNC2=CC(=C(C=C2Cl)S(=O)(=O)N(C=2SC=CN2)CC2=C(C=C(C=C2)OC)OC)F)C=CC=C1 4-((2-(azetidin-1-ylmethyl)benzyl)amino)-5-chloro-N-(2,4-dimethoxybenzyl)-2-fluoro-N-(thiazol-2-yl)benzenesulfonamide